tetraoxa-1-azapentadecan NOOOOCCCCCCCCCC